ClC1=C(SC=C1)C(=O)OC methyl 3-chlorothiophene-2-carboxylate